C(NC(=O)C=1N=NC(=CC1)C=1NC(=CN1)C)([2H])([2H])[2H] N-(methyl-d3)-6-(5-methyl-1H-imidazol-2-yl)pyridazine-3-carboxamide